(cis)-4-(4-bromo-2-oxo-2,3-dihydro-1H-1,3-benzodiazol-1-yl)-N-(3-chloro-4-cyanophenyl)cyclohexane-1-carboxamide BrC1=CC=CC=2N(C(NC21)=O)[C@H]2CC[C@H](CC2)C(=O)NC2=CC(=C(C=C2)C#N)Cl